ClC=1C=C(SC1)C1CNCC1 3-(4-chloro-2-thienyl)pyrrolidine